ethyl 3-(benzyl(ethyl)amino)-2,2-difluoropropanoate C(C1=CC=CC=C1)N(CC(C(=O)OCC)(F)F)CC